ClC1=NC=C(C(=C1)Cl)C#C[Si](C)(C)C 2,4-dichloro-5-((trimethylsilyl)ethynyl)pyridine